C1OC(N2C1CC=1C=CC=CC21)=O 9,9a-dihydrooxazolo[3,4-a]indol-3(1H)-one